(3,5-di-tert-butyl-4-hydroxyphenyl)propane C(C)(C)(C)C=1C=C(C=C(C1O)C(C)(C)C)CCC